1,2-bis(2-nitrophenoxy)ethane [N+](=O)([O-])C1=C(OCCOC2=C(C=CC=C2)[N+](=O)[O-])C=CC=C1